tert-butyl (2-((5-bromobenzo[d]oxazol-2-yl)amino)ethyl)carbamate BrC=1C=CC2=C(N=C(O2)NCCNC(OC(C)(C)C)=O)C1